ClC1=CC=C(C=C1)[C@@H]1COC2=C(O1)C=CC=C2C2CCN(CC2)CC2=NC=1C(=NC(=CC1)C(=O)OC)N2C[C@H]2OCC2 methyl 2-((4-((R)-2-(4-chlorophenyl)-2,3-dihydrobenzo[b][1,4]dioxin-5-yl) piperidin-1-yl)methyl)-3-((S)-oxetan-2-ylmethyl)-3H-imidazo[4,5-b]pyridine-5-carboxylate